N-((5-chloro-4-(((ethyl(methyl)amino)methylene)amino)-2-methylphenyl)(methyl)(oxo)-λ6-sulfaneylidene)benzamide ClC=1C(=CC(=C(C1)S(=NC(C1=CC=CC=C1)=O)(=O)C)C)N=CN(C)CC